C1(CC1)C([C@@H](C(=O)NC1=NC(=C(C=C1)C=1C(=NN(C1C)COCC[Si](C)(C)C)C)F)NC(=O)C=1C(=NOC1)C)C1CC1 N-[(1S)-1-(dicyclopropylmethyl)-2-[[5-[3,5-dimethyl-1-(2-trimethylsilylethoxymethyl)pyrazol-4-yl]-6-fluoro-2-pyridyl]amino]-2-oxo-ethyl]-3-methyl-isoxazole-4-carboxamide